methyl 2-[5-chloro-2-(3-morpholin-4-ylphenylamino)-pyrimidin-4-ylamino]-thiophene-3-carboxylate ClC=1C(=NC(=NC1)NC1=CC(=CC=C1)N1CCOCC1)NC=1SC=CC1C(=O)OC